C(=O)([O-])C(O)C(O)C(=O)[O-].C(=O)(O)C(O)C(O)C(=O)O.[K+].[Na+] sodium potassium bis-tartrate